NC1=NC(=C2N=CN(C2=N1)CC1=CC=C(C(=O)NO)C=C1)C=1OC(=CC1)C 4-((2-amino-6-(5-methylfuran-2-yl)-9H-purin-9-yl)methyl)-N-hydroxybenzoamide